NC=1C2=C(N=CN1)N(C=C2C#N)[C@@H]2O[C@@]([C@H]([C@H]2O)O)(CO)F 4-amino-7-((2R,3R,4S,5S)-5-fluoro-3,4-dihydroxy-5-(hydroxymethyl)tetrahydrofuran-2-yl)-7H-pyrrolo[2,3-d]pyrimidine-5-carbonitrile